C1(CCCCC1)NC1=C2C(=NC(=N1)NC1=C(C=C(C=C1)C(=O)N1CCOCC1)OC)NN=C2C=2C=NN(C2)C (4-((4-(cyclohexylamino)-3-(1-methyl-1H-pyrazol-4-yl)-1H-pyrazolo[3,4-d]pyrimidin-6-yl)amino)-3-methoxyphenyl)(morpholino)methanone